CC1=C2CCOC3=C(SC(C(N1)=O)=C32)C=3C=NNC3 6-methyl-2-(1H-pyrazol-4-yl)-5,7-dihydro-3-oxa-1-thia-7-azaacenaphthylen-8(4H)-one